(2S,3R)-3-(3,4-dibenzyloxyphenyl)serine C(C1=CC=CC=C1)OC=1C=C(C=CC1OCC1=CC=CC=C1)[C@H]([C@H](N)C(=O)O)O